N-[2-Dimethylamino-6-(4-fluoro-benzylamino)-pyridin-3-yl]-2-(3,5-difluoro-phenyl)-acetamide CN(C1=NC(=CC=C1NC(CC1=CC(=CC(=C1)F)F)=O)NCC1=CC=C(C=C1)F)C